C1(CCCCC1)P(C1=C(C=CC=C1)C1=C(C=C(C=C1C(C)C)C(C)C)C(C)C)C1CCCCC1 dicyclohexyl-[2',4',6'-triisopropyl-[1,1'-biphenyl]-2-yl]phosphine